N(=NC(C(=O)NC(CO)(CO)CO)(C)C)C(C(=O)NC(CO)(CO)CO)(C)C 2,2'-azobis(2-methyl-N-(1,1-bis(hydroxymethyl)2-hydroxyethyl)propionamide)